2-benzyl-7-hydroxyoctahydropyrrolo[1,2-a]pyrazine C(C1=CC=CC=C1)N1CC2N(CC1)CC(C2)O